(5-(5-Chloro-6-methylpyridin-3-yl)-1-propionyl-4,5-dihydro-1H-pyrazol-3-yl)-4-methylthiophene ClC=1C=C(C=NC1C)C1CC(=NN1C(CC)=O)C=1SC=C(C1)C